5-(2-chloro-3-((3R,9aS)-3-(3-chloro-4-fluorophenyl)octahydropyrazino[2,1-c][1,4]oxazine-8-carbonyl)phenyl)-1,3,4-oxadiazol-2(3H)-one ClC1=C(C=CC=C1C(=O)N1C[C@H]2CO[C@@H](CN2CC1)C1=CC(=C(C=C1)F)Cl)C1=NNC(O1)=O